C1=CC(=CC=C1NC(=O)CCCl)F 3-chloro-N-(4-fluorophenyl)propanamide